4-(3,5-dimethyl-1H-pyrazol-1-yl)cyclohexan-1-one CC1=NN(C(=C1)C)C1CCC(CC1)=O